COC1=CC=C(C(=O)C2=C(C=CC=C2)NC(C(C(C)C)NC(C(F)(F)F)=O)=O)C=C1 N-(2-(4-methoxybenzoyl)phenyl)-3-methyl-2-(2,2,2-trifluoroacetamido)butanamide